C(C)(C)(C)C=1C=C(C=C(C1)C(C)(C)C)[C@H]([C@H](C)C1=NC2=CC=CC=C2C=C1)NC(C)=O N-((1S,2S)-1-(3,5-di-tert-butylphenyl)-2-(quinolin-2-yl)propyl)acetamide